ClC=1C=C(C=CC1)C(C)N 1-(3-chlorophenyl)ethan-1-amine